O(C1=CC=CC=C1)C=1C=C(C=CC1)C(C(=O)[O-])C 2-(3-phenoxyphenyl)propionat